C(O)N(CO)C1=NC(=NC(=N1)N(CO)CO)N(CO)CO 2,4,6-tris(N,N-dimethylolamino)-1,3,5-triazine